methyl (S)-2-hydroxy-3,3-dimethylbutyrate O[C@H](C(=O)OC)C(C)(C)C